4-(4-(1-((4-fluoro-3-METHYLPHENYL)amino)ethyl)-1H-1,2,3-triazol-1-yl)-2-methylbenzoic acid FC1=C(C=C(C=C1)NC(C)C=1N=NN(C1)C1=CC(=C(C(=O)O)C=C1)C)C